2-methyl-1,3-pentanediol di(p-methylbenzoate) CC1=CC=C(C(=O)OCC(C(CC)OC(C2=CC=C(C=C2)C)=O)C)C=C1